Ethyl (R)-3-allyl-2-oxotetrahydro-2H-pyran-3-carboxylate C(C=C)[C@@]1(C(OCCC1)=O)C(=O)OCC